4-thiomorpholino-naphthol S1CCN(CC1)C1=CC=C(C2=CC=CC=C12)O